2-(2-fluoro-(trifluoromethyl)phenyl)acetic acid FC1=C(C=CC=C1C(F)(F)F)CC(=O)O